4-azidophenyldisulfide N(=[N+]=[N-])C1=CC=C(C=C1)SSC1=CC=C(C=C1)N=[N+]=[N-]